ClC1=CC=C(C(=O)NCC2=CN=C(N=N2)SC)C=C1 4-chloro-N-{[3-(methylsulfanyl)-1,2,4-triazin-6-yl]methyl}benzamide